(1s,2s,3s,6r,7r,8r,10s)-4-(tert-butoxycarbonyl)-9,9-difluoro-4-azatetracyclo[5.3.1.0{2,6}.0{8,10}]undecane-3-carboxylic acid C(C)(C)(C)OC(=O)N1[C@@H]([C@H]2[C@H]3[C@@H]4C([C@@H]4[C@@H]([C@H]2C1)C3)(F)F)C(=O)O